ClC1=C(C(=CC=2CN3[C@@H](COC21)CN(CC3)C(=O)OC(C)(C)C)C#C[Si](C)(C)C)C3=C(C=CC=C3O)F Tert-butyl (12aR)-10-chloro-9-(2-fluoro-6-hydroxyphenyl)-8-[{trimethylsilyl}ethynyl]-3,4,12,12a-tetrahydro-6H-pyrazino[2,1-c][1,4]benzoxazepine-2(1H)-carboxylate